C(CCCCCCC)NC1=C(C=CC=C1)CCO 2-(2-(octylamino)phenyl)ethane-1-ol